NC1=CC(=NN1CC(=O)N1C[C@@]2(CC1)C1=C(NC(O2)=O)C=CC(=C1F)Cl)C1=CC(=CC=C1)F (R)-1'-(2-(5-Amino-3-(3-fluorophenyl)-1H-pyrazol-1-yl)acetyl)-6-chloro-5-fluorospiro[benzo[d][1,3]oxazine-4,3'-pyrrolidin]-2(1H)-one